Ethyl 2-(1-(4-(2,4-dioxotetrahydropyrimidin-1(2H)-yl)phenyl)piperidin-4-yl)acetate O=C1N(CCC(N1)=O)C1=CC=C(C=C1)N1CCC(CC1)CC(=O)OCC